C(C)(C)(C)C=1[C@](N(CC1OS(=O)(=O)C(F)(F)F)C(=O)O[C@H](C1CCOCC1)C1=NC=CC=C1F)(C(=O)O)C (R)-(3-Fluoropyridin-2-Yl)(tetrahydro-2H-pyran-4-Yl)methanol 1-(tert-butyl)2-methyl-(S)-4-(((trifluoromethyl)sulfonyl)oxy)-2,5-dihydro-1H-pyrrole-1,2-dicarboxylate